N-((2S,3S,4R)-3,4-dihydroxy-1-(((2S,3R,4S,5R,6R)-3,4,5-trihydroxy-6-(hydroxymethyl)tetrahydro-2H-pyran-2-yl)oxy)octadecan-2-yl)-7-(dimethyl(octadecyl)silyl)heptanamide O[C@@H]([C@H](CO[C@H]1O[C@@H]([C@@H]([C@@H]([C@H]1O)O)O)CO)NC(CCCCCC[Si](CCCCCCCCCCCCCCCCCC)(C)C)=O)[C@@H](CCCCCCCCCCCCCC)O